ClC1=C2C(=NC=C1C(=O)O)N(N=C2C)C2=CC(=CC(=C2)Cl)Cl 4-Chloro-1-(3,5-dichlorophenyl)-3-methyl-1H-pyrazolo[3,4-b]pyridine-5-carboxylic acid